N1(CC=CC=C1C(=O)[O-])C(=O)[O-] pyridine-1,6(2H)-dicarboxylate